N[C@@H](CCC(=O)[O-])C(=O)OC(CCCCCCCCC=C)=O.[K+].[K+].[Na+].C(CCCCCCCCC=C)(=O)OC([C@@H](N)CCC(=O)[O-])=O.C(CCCCCCCCC=C)(=O)OC([C@@H](N)CCC(=O)[O-])=O sodium dipotassium undecylenoyl glutamate